2-(2-ethyl-4-methoxycarbonylphenyl)formyloxy-1,3-propanediol C(C)C1=C(C=CC(=C1)C(=O)OC)C(=O)OC(CO)CO